N-propyl-2,6-dimethylaniline C(CC)NC1=C(C=CC=C1C)C